ClC1=NC=2N(C(=C1)N(C)CC1=CC=C(C=C1)OC)N=CC2C(=O)OCC ethyl 5-chloro-7-{[(4-methoxyphenyl)methyl](methyl)amino}pyrazolo[1,5-a]pyrimidine-3-carboxylate